1-chloromethyl-4,5,6,7-tetrahydro-1H-benzimidazole ClCN1C=NC2=C1CCCC2